5-((6-(4-Methylpiperazin-1-yl)imidazo[1,2-b]pyridazin-3-yl)ethynyl)-N-(4-((4-methylpiperazin-1-yl)methyl)-3-(trifluoromethyl)phenyl)nicotinamide CN1CCN(CC1)C=1C=CC=2N(N1)C(=CN2)C#CC=2C=NC=C(C(=O)NC1=CC(=C(C=C1)CN1CCN(CC1)C)C(F)(F)F)C2